N-[4-(Chlorodifluoromethoxy)phenyl]-1-(3-methoxyphenyl)-6-oxo-1,6-dihydropyridine-3-carboxamide ClC(OC1=CC=C(C=C1)NC(=O)C1=CN(C(C=C1)=O)C1=CC(=CC=C1)OC)(F)F